FC=1C(NC(N(C1)C1=CC=2OP(OCC2O1)(=O)OCCCCCCCCC)=O)=O 5-Fluoro-1-((4aR,6R,7aS)-2-(nonyloxy)-2-oxo-4H-furo[3,2-d][1,3,2]dioxaphosphorin-6-yl)pyrimidine-2,4(1H,3H)-dione